1-allyl-3-((2,2,2-trifluoroethyl)imino)-1H-indol-2-one C(C=C)N1C(C(C2=CC=CC=C12)=NCC(F)(F)F)=O